(1-(2-aminoethyl)-6-(3-chloro-1H-pyrazol-4-yl)-1H-pyrrolo[3,2-c]pyridin-3-yl)(6-chloro-2H-chromen-3-yl)methanone NCCN1C=C(C=2C=NC(=CC21)C=2C(=NNC2)Cl)C(=O)C=2COC1=CC=C(C=C1C2)Cl